(3R,4R)-4-((dibenzylamino)methyl)-1-methylpiperidin-3-ol C(C1=CC=CC=C1)N(CC1=CC=CC=C1)C[C@@H]1[C@H](CN(CC1)C)O